BrCCCCCCOCCOCC1=C(C=CC=C1Cl)Cl 2-[2-(6-bromohexyloxy)-ethoxymethyl]-1,3-dichlorobenzene